C(CC(O)(C(=O)[O-])CC(=O)[O-])(=O)[O-].[Y+3] yttrium citrate salt